C(CCC)OC1=CC=CC=C1 butoxybenzene